NCC1=CC(=CS1)C(=N)NC(OC(C)(C)C)=O tert-butyl ((5-(aminomethyl)thiophen-3-yl)(imino)methyl)carbamate